(±)-trans-2-benzylcyclopropanecarboxylic acid C(C1=CC=CC=C1)[C@H]1[C@@H](C1)C(=O)O |r|